2,5-bis-hydroxymethylfuran OCC=1OC(=CC1)CO